1-(4-((4-(3-phenylisoxazolidin-2-yl)-5-(trifluoromethyl)pyrimidin-2-yl)amino)phenyl)ethane-1-On C1(=CC=CC=C1)C1N(OCC1)C1=NC(=NC=C1C(F)(F)F)NC1=CC=C(C=C1)C(C)=O